3-(5-cyclopropyl-4-(pyridin-3-yl)isoxazol-3-yl)-1-isopropyl-1H-pyrazolo[3,4-d]pyrimidin-4-amine C1(CC1)C1=C(C(=NO1)C1=NN(C2=NC=NC(=C21)N)C(C)C)C=2C=NC=CC2